C(C)(C)(C)OC(=O)N1C[C@H](N(CC1)C1=C(N=NC(=C1)N1CC2CCC(C1)O2)C#N)C (3R)-4-(6-(8-oxa-3-azabicyclo[3.2.1]oct-3-yl)-3-cyanopyridazin-4-yl)-3-methylpiperazine-1-carboxylic acid tert-butyl ester